C(C)OC(C(C(CC)=O)N1CC2N(C(C1)C2)C(=O)OC(C)(C)C)=O tert-butyl 3-(1-ethoxy-1,3-dioxopentan-2-yl)-3,6-diazabicyclo[3.1.1]heptane-6-carboxylate